CCCCCCCCCCCCCCCCCCCC(C(=O)N[C@@H](CO[C@H]1[C@@H]([C@H]([C@@H]([C@H](O1)CO)O)O)O)[C@@H](/C=C/CCCCCCCCCC(C)C)O)O The molecule is an N-acyl-1-O-beta-D-glucosyl-15-methylhexadecasphing-4-enine in which the acyl group has 21 carbons and 0 double bonds and is 2-hydroxylated. It derives from a 15-methylhexadecasphing-4-enine.